2-chloro-1-((5-cyanopyridin-2-yl)methyl)-6-fluoro-1H-benzo[d]imidazole-4-carbonitrile ClC1=NC2=C(N1CC1=NC=C(C=C1)C#N)C=C(C=C2C#N)F